5-(1-fluoro-3-hydroxy-7-{[(3R)-1-(methanesulfonyl)pyrrolidin-3-yl]amino}naphthalen-2-yl)-1λ6,2,5-thiadiazolidine-1,1,3-trione FC1=C(C(=CC2=CC=C(C=C12)N[C@H]1CN(CC1)S(=O)(=O)C)O)N1CC(NS1(=O)=O)=O